5-methyl-3-phenyl-6-(quinolin-6-yl)-2-(1-((2-(trimethylsilyl)ethoxy)methyl)-1H-pyrazol-3-yl)pyrazolo[1,5-a]pyrimidin-7(4H)-one CC=1NC=2N(C(C1C=1C=C3C=CC=NC3=CC1)=O)N=C(C2C2=CC=CC=C2)C2=NN(C=C2)COCC[Si](C)(C)C